CC(C=CC(C)=O)=CC1=CC=C(C=C1)C 5-methyl-6-p-tolylhex-3,5-dien-2-one